CO[Si](OC)(OC)CCC[SiH](CCC[Si](OC)(OC)OC)CCC[Si](OC)(OC)OC tris-(trimethoxysilylpropyl)silane